2-Chloro-4-(3-nitrophenoxy)furo[3,2-d]pyrimidine ClC=1N=C(C2=C(N1)C=CO2)OC2=CC(=CC=C2)[N+](=O)[O-]